(S)-N-(5-(2-(1-cyclopropylethyl)-4-methoxy-3-oxo-2,3-dihydro-1H-pyrrolo[3,4-c]pyridin-6-yl)-4-methylthiazol-2-yl)acetamide C1(CC1)[C@H](C)N1C(C=2C(=NC(=CC2C1)C1=C(N=C(S1)NC(C)=O)C)OC)=O